1-(6-acetamidopyridin-3-yl)-4-oxo-1,4-dihydroquinoline-3-carboxylic acid ethyl ester C(C)OC(=O)C1=CN(C2=CC=CC=C2C1=O)C=1C=NC(=CC1)NC(C)=O